2-(3,5-dimethoxyphenyl)imidazo[1,2-a]pyridin-3-amine COC=1C=C(C=C(C1)OC)C=1N=C2N(C=CC=C2)C1N